(1R,2S,5S)-3-((S)-2-(2-fluorophenyl)-2-hydroxyacetyl)-6,6-dimethyl-N-((S)-3-oxo-1-((S)-2-oxopyrrolidin-3-yl)-4-(trifluoromethoxy)butan-2-yl)-3-azabicyclo-[3.1.0]hexane-2-carboxamide FC1=C(C=CC=C1)[C@@H](C(=O)N1[C@@H]([C@H]2C([C@H]2C1)(C)C)C(=O)N[C@@H](C[C@H]1C(NCC1)=O)C(COC(F)(F)F)=O)O